O1C[C@H](CC1)C1CN(C1)S(=O)(=O)N1C[C@H](CCC1)C(=O)N1[C@H](CCC1)C(=O)NCC1=CC=C(C=C1)C(F)(F)F 1-(((3S)-1-((3-((3R)-tetrahydro-3-furanyl)-1-azetidinyl)sulfonyl)-3-piperidinyl)carbonyl)-N-(4-(trifluoromethyl)benzyl)-D-prolinamide